N-[(3S)-pyrrolidin-3-yl]ethanesulfonamide hydrochloride Cl.N1C[C@H](CC1)NS(=O)(=O)CC